tert-butyl 1-((5-bromopyridin-2-yl)methyl)-2-(cyclopropanecarbonyl)-2-methylhydrazine-1-carboxylate BrC=1C=CC(=NC1)CN(N(C)C(=O)C1CC1)C(=O)OC(C)(C)C